BrC1=C(C=C(C=C1)C(F)(F)F)[C@@H](C)NC(=O)NC1CC2(C1)CCC2 |r| (±)-1-[1-(2-Bromo-5-trifluoromethyl-phenyl)-ethyl]-3-spiro[3.3]hept-2-yl-urea